6-chloro-1-methyl-3-(1H-pyrazol-4-yl)-2-(5-(trifluoromethyl)-4H-1,2,4-triazol-3-yl)-1H-pyrrolo[3,2-b]pyridin-5-ol ClC=1C=C2C(=NC1O)C(=C(N2C)C2=NN=C(N2)C(F)(F)F)C=2C=NNC2